N-(2-carbamoyl-6-chloro-4-iodo-phenyl)-2-(3-chloro-2-pyridyl)-5-(trifluoromethyl)pyrazole-3-carboxamide C(N)(=O)C1=C(C(=CC(=C1)I)Cl)NC(=O)C=1N(N=C(C1)C(F)(F)F)C1=NC=CC=C1Cl